CC1=NC(=CC(=N1)N1N=CC=2C=NC(=CC21)[C@@]2(CC21CC1)C#N)S(=O)(=O)C |o1:16| (S or R)-1-(1-(2-methyl-6-(methylsulfonyl)pyrimidin-4-yl)-1H-pyrazolo[4,3-c]pyridin-6-yl)spiro[2.2]pentane-1-carbonitrile